(1S,3S)-N1-(3H-imidazo[4,5-b]pyridin-2-yl)-N3-(5-iodopyridin-2-yl)cyclopentane-1,3-diamine N1=C(NC2=NC=CC=C21)N[C@@H]2C[C@H](CC2)NC2=NC=C(C=C2)I